1-(4-(3-(m-tolyl)-1H-pyrrolo[2,3-b]pyridin-5-yl)benzyl)piperidin-3-ol C1(=CC(=CC=C1)C1=CNC2=NC=C(C=C21)C2=CC=C(CN1CC(CCC1)O)C=C2)C